3-(1-(trifluoromethyl)cyclopropyl)aniline FC(C1(CC1)C=1C=C(N)C=CC1)(F)F